C(#C)C=1C2=C(N=C(N1)C)N(C=C2C(=O)N)C2=C(C(=CC=C2C)OC)C 4-ethynyl-7-(3-methoxy-2,6-dimethylphenyl)-2-methyl-7H-pyrrolo[2,3-d]pyrimidine-5-carboxamide